2-acetyloxysulfonylacetic acid C(C)(=O)OS(=O)(=O)CC(=O)O